3-fluoro-propan-1-amine hydrochloride Cl.FCCCN